NCC1=CC=C(COC2=C3NC=NC3=NC(=N2)N)C=C1 6-((4-(aminomethyl)benzyl)oxy)-7H-purine-2-amine